3-bromo-1-methyl-5-((1r,4r)-4-methylcyclohexyl)-1H-1,2,4-triazole BrC1=NN(C(=N1)C1CCC(CC1)C)C